[[4-[[[(1,1-dimethylethyl)dimethylsilyl]oxy]methyl]hexahydro-2-hydroxy-5-[(tetrahydro-2H-pyran-2-yl)oxy]-2H-cyclopenta[b]furan-2-yl]methyl]Phosphonic Acid Dimethyl Ester COP(OC)(=O)CC1(CC2C(O1)CC(C2CO[Si](C)(C)C(C)(C)C)OC2OCCCC2)O